5-(tert-butyl)-N-(2-ethyl-8-(2-((1-methyl-1H-pyrazol-4-yl)amino)pyrimidin-4-yl)-2,3,4,5-tetrahydro-1H-benzo[c]azepin-5-yl)-1,3,4-oxadiazole-2-carboxamide C(C)(C)(C)C1=NN=C(O1)C(=O)NC1C2=C(CN(CC1)CC)C=C(C=C2)C2=NC(=NC=C2)NC=2C=NN(C2)C